5-((4-chloro-5-((2'-chloro-2-methyl-3'-(pyrimidin-5-ylmethoxy)-[1,1'-biphenyl]-3-yl)methoxy)-2-(((pyrimidin-2-ylmethyl)amino)methyl)phenoxy)methyl)nicotinonitrile ClC1=CC(=C(OCC=2C=NC=C(C#N)C2)C=C1OCC=1C(=C(C=CC1)C1=C(C(=CC=C1)OCC=1C=NC=NC1)Cl)C)CNCC1=NC=CC=N1